2-(dioctylamino)-1,1-difluoro-2-oxaethane-1-sulfonyl fluoride C(CCCCCCC)N(OC(S(=O)(=O)F)(F)F)CCCCCCCC